CN1C(OC2=C1C=CC(=C2)N2CC1CCC(C2)N1C(=O)OC(C)(C)C)=O tert-Butyl 3-(3-methyl-2-oxo-1,3-benzoxazol-6-yl)-3,8-diazabicyclo[3.2.1]octane-8-carboxylate